(S)-2-(3-cyclopropyl-1,7-dimethyl-4-oxo-1,4-dihydro-5H-pyrazolo[3,4-d]pyridazin-5-yl)-N-(1-(4-methoxyphenyl)ethyl)acetamide C1(CC1)C1=NN(C=2C(=NN(C(C21)=O)CC(=O)N[C@@H](C)C2=CC=C(C=C2)OC)C)C